C(C)OC(/C(=C/C1=NC=CC=C1)/Cl)=O (Z)-2-chloro-3-(pyridin-2-yl)acrylic acid ethyl ester